BrC=1C=C(C=CC1)C(CC1=C(C=CC(=C1)C(F)(F)F)Br)=O 1-(M-bromophenyl)-2-[2-bromo-5-(trifluoromethyl)phenyl]-1-ethanone